4-(4-((tert-butoxycarbonyl)amino)thiazol-2-yl)-3,6-dihydropyridine-1(2H)-carboxylic acid tert-butyl ester C(C)(C)(C)OC(=O)N1CCC(=CC1)C=1SC=C(N1)NC(=O)OC(C)(C)C